2-AMINO-5-METHOXYPENTANOIC ACID NC(C(=O)O)CCCOC